CC1=CC2=C(N=C(N2)S)C=C1 5-Methyl-2-Mercaptobenzimidazol